OC(CCOC1=C2CCN(C2=CC=C1)C(CNC1=C(C=CC(=C1)C1=NC(=NS1)C)C)=O)(C)C 1-(4-(3-hydroxy-3-methylbutoxy)indolin-1-yl)-2-((2-methyl-5-(3-methyl-1,2,4-thiadiazol-5-yl)phenyl)amino)ethan-1-one